N[C@@H]1C2=CC(=CC=C2CC12CCN(CC2)C2=NC(=C(N=C2)SC2=C(C(=NC=C2)N)Cl)N)C(=O)N2CCCCC2 (S)-(1-amino-1'-(6-amino-5-((2-amino-3-chloropyridin-4-yl)thio)pyrazin-2-yl)-1,3-dihydrospiro[indene-2,4'-piperidin]-6-yl)(piperidin-1-yl)methanone